FC(CN1C[C@@H](N(CC1)CC1=C2C=CN(C2=C(C=C1OC)C)C(=O)OC(C)(C)C)C1=NC(=C(C=C1)C(=O)OC)O)F tert-Butyl (R)-4-((4-(2,2-difluoroethyl)-2-(6-hydroxy-5-(methoxycarbonyl)pyridin-2-yl)piperazin-1-yl)methyl)-5-methoxy-7-methyl-1H-indole-1-carboxylate